C(=O)(O)C1(O)CC(O)(CC(O)(C1)C(=O)O)C(=O)O 1,3,5-tricarboxylphloroglucinol